Tert-butyl (2-((4-amino-6-(2-(6'-fluoro-2',3'-dihydrospiro[cyclopropane-1,1'-indene]-5'-carboxamido)-3-(hydroxymethyl)pyridin-4-yl)pyrimidin-5-yl)oxy)ethyl)(methyl)carbamate NC1=NC=NC(=C1OCCN(C(OC(C)(C)C)=O)C)C1=C(C(=NC=C1)NC(=O)C=1C=C2CCC3(C2=CC1F)CC3)CO